[Cl-].ClC1=CC=C(C=C1)C=1N(C=[N+]2C1C1=C(C=3C=CC=CC23)C2=CC=CC=C2N1)C1=CC=C(C=C1)Cl 1,2-Bis(4-chlorophenyl)-2,13-dihydroimidazo[1,5-a]indolo[2,3-c]quinolin-4-ium chloride